C(C1=CC=CC=C1)OC(=O)N[C@H](C(=O)O)CCCNCCCCCNC(=O)OC(C)(C)C (S)-2-(((benzyloxy)carbonyl)amino)-5-((5-((tert-butoxycarbonyl)amino)pentyl)amino)-pentanoic acid